nickel-tungsten copper [Cu].[W].[Ni]